NC=1C=C(C=C(C1)C(F)(F)F)[C@@H](C)NC=1C2=C(N=C(N1)C)C=NC(=C2)C=2CCN(CC2)C(=O)OC(C)(C)C tert-Butyl (R)-4-(4-((1-(3-amino-5-(trifluoromethyl)phenyl)ethyl)amino)-2-methylpyrido[3,4-d]pyrimidin-6-yl)-3,6-dihydropyridine-1(2H)-carboxylate